3-methylbutanoyl-4-hydroxy-N-methylpyrrolidine-2-carboxamide CC(CC(=O)N1C(CC(C1)O)C(=O)NC)C